C([C@H](O)[C@@H](O)[C@@H](O)CO)O l-arabinitol